NC(C(C1=CC=CC=C1)SC(C)=O)=O Thioacetic acid S-(2-amino-2-oxo-1-phenylethyl) ester